[(2S,3S)-3-azido-5-ethoxy-2-methyloxolan-2-yl]methanol N(=[N+]=[N-])[C@@H]1[C@@](OC(C1)OCC)(C)CO